C12CN(CC(N1)C2)C2=NC(=NC1=C(C(=C(C=C21)Cl)C2=CC(=CC1=CC=CC=C21)O)F)OC[C@H]2N(CCC2)C 4-(4-(3,6-diazabicyclo[3.1.1]heptan-3-yl)-6-chloro-8-fluoro-2-(((S)-1-methylpyrrolidin-2-yl)methoxy)quinazolin-7-yl)naphthalen-2-ol